C1(CCC1)NC(=O)N1CC2(CC1)N(C(CN(C2=O)C(C)C)=O)CC2=CC=C(C=C2)C(F)(F)F N-cyclobutyl-9-isopropyl-7,10-dioxo-6-(4-(trifluoromethyl)benzyl)-2,6,9-triazaspiro[4.5]-decane-2-carboxamide